2-((1RS,4RS,5SR)-5-((5-cyclopropyl-3-(2,6-dichlorophenyl)isoxazol-4-yl)methoxy)-2-azabicyclo[2.2.1]heptan-2-yl)-4-methylbenzo[d]thiazole-6-carboxylic acid C1(CC1)C1=C(C(=NO1)C1=C(C=CC=C1Cl)Cl)CO[C@@H]1[C@H]2CN([C@@H](C1)C2)C=2SC1=C(N2)C(=CC(=C1)C(=O)O)C |r|